(R)-1-(4-chlorophenyl)-ethan-1-amine ClC1=CC=C(C=C1)[C@@H](C)N